CN(C1[NH+](CC(N1C)C=O)C)C 2-dimethylamino-4-formyl-1,3-dimethylimidazolinium